NC1=NC=CC=C1C1=NC=2C(=NC(=CC2)N2N=CC=C2)N1C=1C=C2CC[C@@H](C2=CC1)N(CCCNC)CC1=C(C=C(C=C1)OC)OC (S)-N1-(5-(2-(2-aminopyridin-3-yl)-5-(1H-pyrazol-1-yl)-3H-imidazo[4,5-b]pyridin-3-yl)-2,3-dihydro-1H-inden-1-yl)-N1-(2,4-dimethoxybenzyl)-N3-methylpropane-1,3-diamine